N-cyclopropyl-N-methyl-2-(morpholin-4-yl)-8-(1H-pyrazol-5-yl)-1,7-naphthyridin-4-amine C1(CC1)N(C1=CC(=NC2=C(N=CC=C12)C1=CC=NN1)N1CCOCC1)C